5-((2R,5S)-5-methylpiperidin-2-yl)-2-(1,5,5-trimethylpyrrolidin-3-yl)benzo[d]thiazole C[C@H]1CC[C@@H](NC1)C=1C=CC2=C(N=C(S2)C2CN(C(C2)(C)C)C)C1